1-(imidazo[1,2-b]pyridazin-6-yl)piperidine-4-carboxylic acid N=1C=CN2N=C(C=CC21)N2CCC(CC2)C(=O)O